C(C)OC(=O)C=1N=CSC1Br 5-Bromothiazole-4-carboxylic acid ethyl ester